C1(CC1)C=1C=NC(=NC1)N1CCN(CC1)C(CC(C)OC[C@H](C)NC1=C(C(NN=C1)=O)C(F)(F)F)=O 5-(((2S)-1-((4-(4-(5-cyclopropylpyrimidin-2-yl)piperazin-1-yl)-4-oxobutan-2-yl)oxy)Prop-2-yl)amino)-4-(trifluoromethyl)pyridazin-3(2H)-one